C(C)(C)(C)OC(=O)C(CC=C)CCC heptene-4-carboxylic acid tert-butyl ester